1-(4-(3-(2-fluoro-6-hydroxyphenyl)-2-methyl-5-(2-(2-propanyl)phenyl)pyrido[2,3-d]pyridazin-8-yl)-1-piperazinyl)-2-propen-1-one FC1=C(C(=CC=C1)O)C1=CC=2C(=C(N=NC2C2=C(C=CC=C2)C(C)C)N2CCN(CC2)C(C=C)=O)N=C1C